Cl.CN(CC#CC(=O)O)C 4-(dimethylamino)but-2-ynoic acid hydrochloride